4-(2,6-bis(bis(2-methoxyethyl)amino)-8-((3-(trifluoromethoxy)benzyl)amino)pyrimido[5,4-d]pyrimidin-4-yl)-1-methylpiperazin-2-one COCCN(C=1N=C(C2=C(N1)C(=NC(=N2)N(CCOC)CCOC)NCC2=CC(=CC=C2)OC(F)(F)F)N2CC(N(CC2)C)=O)CCOC